5-(tert-butyl)-N-(4-(6-(4-(4-(4-(2,6-dioxopiperidin-3-yl)phenyl)piperidin-1-yl)but-1-yn-1-yl)pyrrolo[2,1-f][1,2,4]triazin-4-yl)-2-methylbenzyl)-1,2,4-oxadiazole-3-carboxamide C(C)(C)(C)C1=NC(=NO1)C(=O)NCC1=C(C=C(C=C1)C1=NC=NN2C1=CC(=C2)C#CCCN2CCC(CC2)C2=CC=C(C=C2)C2C(NC(CC2)=O)=O)C